C(C)C=1OC=CC1 Ethylfuran